N,N'-di-[2-(methanesulfonyloxy)-4,5-dimethyl-phenyl]urea CS(=O)(=O)OC1=C(C=C(C(=C1)C)C)NC(=O)NC1=C(C=C(C(=C1)C)C)OS(=O)(=O)C